ClC1=C2C(=CNC2=C(C=C1)NS(=O)(=O)C=1C=NN(C1)CC1(CC1)C#N)C#N N-(4-chloro-3-cyano-1H-indol-7-yl)-1-[(1-cyanocyclopropyl)methyl]pyrazole-4-sulfonamide